FMOC-Lysine C(=O)(OCC1C2=CC=CC=C2C2=CC=CC=C12)N[C@@H](CCCCN)C(=O)O